2-(Azetidin-3-ylmethoxy)-5-(3'-methyl-2'-oxo-2',3'-dihydrospiro[cyclobutane-1,1'-pyrrolo[2,3-c]quinolin]-8'-yl)pyridin N1CC(C1)COC1=NC=C(C=C1)C1=CC=2C3=C(C=NC2C=C1)N(C(C31CCC1)=O)C